3-[(1-hydroxy-1-methyl-ethyl)phenyl]-2-[7-[(1-methylindol-5-yl)amino]-1-oxo-isoindolin-2-yl]acetamide OC(C)(C)C1=C(C=CC=C1)C1N(C(C2=C(C=CC=C12)NC=1C=C2C=CN(C2=CC1)C)=O)CC(=O)N